(1S,3R)-3-(2-(3-chloro-5-fluorophenyl)acetamido)cyclopentan-1-aminium chloride [Cl-].ClC=1C=C(C=C(C1)F)CC(=O)N[C@H]1C[C@H](CC1)[NH3+]